cyclopenta[b]naphthalen C1=CC=C2C1=CC1=CC=CC=C1C2